Cl(=O)[O-].[Na+] sodium chlorite salt